C1(CC1)N1N=NC(=C1)C1=CN=C2N1N=C(C=C2)N[C@H](C)C2=C(C=CC(=C2)F)O (R)-2-(1-((3-(1-cyclopropyl-1H-1,2,3-triazol-4-yl)imidazo[1,2-b]pyridazin-6-yl)amino)ethyl)-4-fluorophenol